(5R,3S)-1,4-dibenzyl-5-((S)-1-(tert-butoxycarbonyl)amino-2-(1-(tert-butoxycarbonyl)(indol-3-yl))-ethyl)-3-(4-(tert-butoxycarbonyl)amino-butyl)-2-oxopiperazine C(C1=CC=CC=C1)N1C([C@@H](N([C@H](C1)[C@H](CC1=CN(C2=CC=CC=C12)C(=O)OC(C)(C)C)NC(=O)OC(C)(C)C)CC1=CC=CC=C1)CCCCNC(=O)OC(C)(C)C)=O